4,5-diazapyrene C1=CC=C2N=NC3=CC=CC4=CC=C1C2=C34